CN(C(=O)C1=NC(=CN=C1)C1=CC=C(C=C1)C(F)(F)F)C1=NC=NC=C1 N-methyl-N-(pyrimidin-4-yl)-6-(4-(trifluoromethyl)phenyl)pyrazine-2-carboxamide